BrC=1C2=C(C(N(C1)C)=O)CCC2 4-bromo-2-methyl-2,5,6,7-tetrahydro-1H-cyclopenta[c]pyridin-1-one